C(C)(C)(C)OC(=O)NC(C(=O)OC1CCC(CC1)C(F)(F)F)(C)C 4-(trifluoromethyl)cyclohexyl 2-((tert-butoxycarbonyl)amino)-2-methylpropanoate